2-(3-Formyl-2,5-dimethyl-1H-pyrrol-1-yl)-5-methylthiophene-3-carbonitrile C(=O)C1=C(N(C(=C1)C)C=1SC(=CC1C#N)C)C